C1=CC(=C(C=C1CC(C(=O)O)N)O)O The molecule is a hydroxyphenylalanine carrying hydroxy substituents at positions 3 and 4 of the benzene ring. It has a role as a human metabolite. It is a hydroxyphenylalanine, a tyrosine derivative and a non-proteinogenic alpha-amino acid.